22-carboxy-1-(4-nitrophenoxy)-1,10,19,24-tetraoxo-3,6,12,15-tetraoxa-9,18,23-triazahentetracontan-41-oic acid C(=O)(O)C(CCC(NCCOCCOCC(NCCOCCOCC(=O)OC1=CC=C(C=C1)[N+](=O)[O-])=O)=O)NC(CCCCCCCCCCCCCCCCC(=O)O)=O